[N+](=O)([O-])C1=C(C=CC=C1)S(=O)(=O)O[C@@H](C(=O)NC=1SC2=C(N1)C=C1CCCC1=C2)C (R)-1-((6,7-dihydro-5H-indeno[5,6-d]thiazol-2-yl)amino)-1-oxopropan-2-yl 2-nitrobenzenesulfonate